N-Benzyl-4-(2-fluoro-N-(1-methyl-1H-indazol-5-yl)acrylamido)tetrahydro-2H-pyran-4-carboxamide C(C1=CC=CC=C1)NC(=O)C1(CCOCC1)N(C(C(=C)F)=O)C=1C=C2C=NN(C2=CC1)C